C1(CC1)N([C@H]1CN(C[C@H](C1)F)C(=O)N)C(NCC1=CC(=NO1)C1=CC(=CC=C1)OC(F)(F)F)=O (3R,5S)-3-{1-cyclopropyl[({3-[3-(trifluoromethoxy)phenyl]-1,2-oxazol-5-yl}methyl)carbamoyl]amino}-5-fluoropiperidine-1-carboxamide